(1R,2R)-2-(1-(5-Chloropyrimidin-2-yl)piperidin-4-yl)cyclopropane-1-carbaldehyde ClC=1C=NC(=NC1)N1CCC(CC1)[C@@H]1[C@@H](C1)C=O